CC(CCCC(C)=O)C 6-Methylheptan-2-one